[O-]P([O-])(=O)OP(=O)([O-])OP(=O)(O)O.[Cs+].[Cs+].[Cs+] tricesium triphosphate